C1(=CC=CC=C1)C(=C)NC1=CC=CC=C1 (R)-N-(1-phenylvinyl)aniline